[O].[Sr] strontium oxygen